FC1(C2CC(CC12)CN1N=CC(=C1)C=1C(=NC(=CC1)C)C1=CC=C2C=C(N=NC2=C1)OC)F 7-(3-(1-((6,6-difluorobicyclo[3.1.0]hexan-3-yl)methyl)-1H-pyrazol-4-yl)-6-methylpyridin-2-yl)-3-methoxycinnoline